2-({7-amino-4-[4-hydroxy-3-(4-methoxybenzoyl)phenyl]-1-oxo-2,3-dihydro-1H-isoindol-2-yl}methyl)prop-2-enamide NC=1C=CC(=C2CN(C(C12)=O)CC(C(=O)N)=C)C1=CC(=C(C=C1)O)C(C1=CC=C(C=C1)OC)=O